N[C@H](CC(=O)OC(C)C)C isopropyl (S)-3-aminobutyrate